F[C@H](CNC(=O)C=1C(=C2C(=NC1)SC(=C2)C2=CN=C(S2)OC)NC(C)C)C(C)(C)O (R)-N-(2-fluoro-3-hydroxy-3-methylbutyl)-4-(isopropylamino)-2-(2-methoxythiazol-5-yl)thieno[2,3-b]pyridine-5-carboxamide